(S*)-4-(6-(4-chloro-3-fluorophenyl)-5-(ethoxycarbonyl)-2-(thiazol-2-yl)-3,6-dihydropyrimidin-4-yl)cubane-1-carboxylic acid ClC1=C(C=C(C=C1)[C@H]1C(=C(NC(=N1)C=1SC=CN1)C12C3C4C5(C(C14)C2C53)C(=O)O)C(=O)OCC)F |o1:7|